6,8-dichloro-4-oxo-4H-chromene-2-carboxylic acid ethyl ester C(C)OC(=O)C=1OC2=C(C=C(C=C2C(C1)=O)Cl)Cl